ClC1=CC=2OCC3N(C2N=C1)CC(C(C3)N3C(CCC3)=O)F 1-(3-chloro-9-fluoro-6,6a,7,8,9,10-hexahydrodipyrido[3,2-b:1',2'-d][1,4]oxazin-8-yl)-2-oxopyrrolidin